(3R,4R)-1-(cyclopropylsulfonyl)-4-((7-(5-(difluoromethyl)-2-fluorophenyl)-5-fluoropyrrolo[2,1-f][1,2,4]triazin-2-yl)amino)piperidin-3-ol C1(CC1)S(=O)(=O)N1C[C@H]([C@@H](CC1)NC1=NN2C(C=N1)=C(C=C2C2=C(C=CC(=C2)C(F)F)F)F)O